NOCCN1C(CC(C1)C1=C(C(=CC=C1O)Cl)Cl)=O 1-(2-(Aminooxy)ethyl)-4-(2,3-dichloro-6-hydroxyphenyl)pyrrolidin-2-one